2-(4-chloro-3-fluorophenoxy)-N-[3-(5-{[(furo[3,2-b]pyridin-6-yl)oxy]methyl}-1,3,4-oxadiazol-2-yl)bicyclo[1.1.1]pentan-1-yl]acetamide ClC1=C(C=C(OCC(=O)NC23CC(C2)(C3)C=3OC(=NN3)COC=3C=C2C(=NC3)C=CO2)C=C1)F